ClC1=C(C=CC=C1)C1=C(C=NC(=C1)C(F)(F)F)S(=O)(=O)N1CCC(CC1)(C(=O)N[C@H](C)\C=C/S(=O)(=O)C)F (R,Z)-1-((4-(2-chlorophenyl)-6-(trifluoromethyl)pyridin-3-yl)sulfonyl)-4-fluoro-N-(4-(methylsulfonyl)but-3-en-2-yl)piperidine-4-carboxamide